(3E)-8,8-diethoxy-1,3-octadiene C(C)OC(CCC/C=C/C=C)OCC